CC=1C=C(C=C2C=NNC12)C(=O)N1[C@H]2CC=3C(=NN(C3C3=CC=CC=C3)C)[C@@H]1CCC2 |r| racemic-(7-Methyl-1H-indazol-5-yl)((5R,9S)-2-methyl-3-phenyl-4,5,6,7,8,9-hexahydro-2H-5,9-epiminocycloocta[c]pyrazol-10-yl)methanone